C(#N)C=1C=C(C=CC1F)NC(N(CC1=NN(C(=C1)C(F)(F)F)C(CC)=O)C=1C=NC(=NC1)OC)=O (3-Cyano-4-fluorophenyl)-1-(2-methoxypyrimidin-5-yl)-1-((1-propionyl-5-(trifluoromethyl)-1H-pyrazol-3-yl)methyl)urea